octadec-9,12,15-trienoic acid C(CCCCCCCC=CCC=CCC=CCC)(=O)O